2,2-diphenylacetic acid 3-oxo-but-1-en-2-yl ester O=C(C(=C)OC(C(C1=CC=CC=C1)C1=CC=CC=C1)=O)C